4-(((tert-Butyldimethylsilanyloxy)methyl)phenyl)-3-(1,3-dioxoisoindolin-2-yl)-N-(1H-indazol-6-yl)propanamide [Si](C)(C)(C(C)(C)C)OCC1=C(C=CC=C1)C1=C2C=NNC2=CC(=C1)NC(CCN1C(C2=CC=CC=C2C1=O)=O)=O